FC=1C=C(C=C(C1)C(F)(F)F)C1=CC(=C2C(=N1)N=C(N2)C=2N=CC(=NC2)N2CCN(CC2)CC(=O)O)N(C)CC2(CCC2)COC [4-(5-{5-[3-fluoro-5-(trifluoromethyl)phenyl]-7-[{[1-(methoxymethyl)cyclobutyl]methyl}(methyl)amino]-1H-imidazo[4,5-b]pyridin-2-yl}pyrazin-2-yl)piperazin-1-yl]acetic acid